4-(2H-naphtho[1,2-d]triazole-2-yl)stilben N=1N(N=C2C1C1=CC=CC=C1C=C2)C2=CC=C(C=C2)C=CC2=CC=CC=C2